(4-methyl-1H-imidazol-1-yl)-5-trifluoromethylaniline CC=1N=CN(C1)NC1=CC=CC(=C1)C(F)(F)F